FC1=C(C(=C(C(=C1F)SCCC(C(C(C(C(C(C(C(F)(F)F)(F)F)(F)F)(F)F)(F)F)(F)F)(F)F)(F)F)F)F)C1=C(C(=C(C(=C1F)F)SCCC(C(C(C(C(C(C(C(F)(F)F)(F)F)(F)F)(F)F)(F)F)(F)F)(F)F)(F)F)F)F (perfluoro-[1,1'-biphenyl]-4,4'-diyl)bis((3,3,4,4,5,5,6,6,7,7,8,8,9,9,10,10,10-heptadecafluorodecyl)sulfane)